F[C@H]1[C@]2(CC[C@@H](C[C@@H]1N(C1=CC=C(N=N1)C1=C(C=C(C=C1)N1N=NC=C1)O)C)N2C)C 2-(6-(((1R,2R,3S,5S)-2-fluoro-1,8-dimethyl-8-azabicyclo[3.2.1]octan-3-yl)(methyl)amino)pyridazin-3-yl)-5-(1H-1,2,3-triazol-1-yl)phenol